dimethyl (S)-2-(3-aminoprop-1-yn-1-yl)-4-(4-(2-(4-(4-chlorophenyl)-2,3,9-trimethyl-6H-thieno[3,2-f][1,2,4]triazolo[4,3-a][1,4]diazepin-6-yl)acetamido)butanamido)isophthalate NCC#CC1=C(C(=O)OC)C=CC(=C1C(=O)OC)NC(CCCNC(C[C@H]1C=2N(C3=C(C(=N1)C1=CC=C(C=C1)Cl)C(=C(S3)C)C)C(=NN2)C)=O)=O